(S)-N-(3-(1-((4-Methyl-4H-1,2,4-triazol-3-yl)thio)ethyl)phenyl)-4-(trifluoromethyl)picolinamide CN1C(=NN=C1)S[C@@H](C)C=1C=C(C=CC1)NC(C1=NC=CC(=C1)C(F)(F)F)=O